BrC=1C=CC2=C(CCCCC2NC(OC(C)(C)C)=O)C1 tert-butyl (2-bromo-6,7,8,9-tetrahydro-5H-benzo[7]annulen-5-yl)carbamate